methyl-5-bromopentanoyl-tryptophan CN([C@@H](CC1=CNC2=CC=CC=C12)C(=O)O)C(CCCCBr)=O